C1(CC1)NC(=O)C1=CC=C(C=C1)S(=O)(=O)NC(C=1C(=CC=CC1)OC)=O N-[4-(cyclopropylcarbamoyl)benzenesulfonyl]-o-anisamide